C(C)OC(CCC)OC(C=C)=O 1-ethoxybutylacrylate